3-[(R*)-1-((S)-7-benzyloxy-2,3-dihydro-benzo[1,4]dioxin-2-ylmethyl)-piperidin-3-yl]-phenol C(C1=CC=CC=C1)OC=1C=CC2=C(O[C@H](CO2)CN2C[C@H](CCC2)C=2C=C(C=CC2)O)C1 |o1:20|